3-(2-(benzyloxy)ethyl)isothiazole C(C1=CC=CC=C1)OCCC1=NSC=C1